N,N-dibenzyl-3-bromo-5-morpholinoaniline C(C1=CC=CC=C1)N(C1=CC(=CC(=C1)N1CCOCC1)Br)CC1=CC=CC=C1